ClC=1SC(=C(N1)Cl)C(C)=O 1-(2,4-dichlorothiazol-5-yl)ethanone